C(#N)C1=C(C=C(C=C1)NC(=O)C1(CCC1)N1N=CC(=C1)C#CC1CN(C1)C=1C=C2C(N(C(C2=CC1)=O)C1C(NC(CC1)=O)=O)=O)N1CCCC1 N-(4-cyano-3-(pyrrolidin-1-yl)phenyl)-1-(4-((1-(2-(2,6-dioxopiperidine-3-yl)-1,3-dioxoisoindoline-5-yl)azetidin-3-yl)ethynyl)-1H-pyrazol-1-yl)cyclobutane-1-carboxamide